FC=1C=C(C=CC1)S(=O)(=O)N1CC2=C(CC1)SC(=C2)C2=NOC(=N2)C(F)(F)F 3-(5-((3-fluorophenyl)sulfonyl)-4,5,6,7-tetrahydrothieno[3,2-c]pyridin-2-yl)-5-(trifluoromethyl)-1,2,4-oxadiazole